C1(CCCCCC1)N1C(C(=CC2=C1N=C(N=C2)NC2=C(C=C(C=C2)N2CCN(CC2)C)OC)C)=O 8-cycloheptyl-2-((2-methoxy-4-(4-methylpiperazin-1-yl)phenyl)amino)-6-methylpyrido[2,3-d]pyrimidin-7(8H)-one